2-(3-cyano-phenyl)-5-trifluoromethyl-2H-pyrazole-3-carboxylic acid [3-(biphenyl-4-yl-hydroxy-methyl)-phenyl]-amide C1(=CC=C(C=C1)C(C=1C=C(C=CC1)NC(=O)C=1N(N=C(C1)C(F)(F)F)C1=CC(=CC=C1)C#N)O)C1=CC=CC=C1